C(#N)C1=CC=C(C=C1)CON1N=C(C=C1)C1CCN(CC1)CC1=NC2=C(N1CC1=CN=CN1CC)C=C(C=C2)C(=O)O 2-[(4-{1-[(4-cyanophenyl)methoxy]-1H-pyrazol-3-yl}piperidin-1-yl)methyl]-1-[(1-ethyl-1H-imidazol-5-yl)methyl]-1H-benzimidazole-6-carboxylic acid